2-((2,5-dimethylbenzo[d]thiazol-6-yl)amino)-9-(3-methoxycyclobutyl)-7-methyl-7,9-dihydro-8H-purin CC=1SC2=C(N1)C=C(C(=C2)NC2=NC=C1N(CN(C1=N2)C2CC(C2)OC)C)C